N-tert-butoxycarbonyl-aspartic acid-1-methyl ester COC([C@@H](NC(=O)OC(C)(C)C)CC(=O)O)=O